C(C)(=O)NC1=CC=C(C=C1)CC(=O)N[C@H]1C(NC(CC1)=O)=O (R)-2-(4-acetamidophenyl)-N-(2,6-dioxopiperidin-3-yl)acetamide